methyl 11,14-octadecadienoate C(CCCCCCCCCC=CCC=CCCC)(=O)OC